2-biphenyl-3-yl-4,6-dichloro[1,3,5]-triazine C1(=CC(=CC=C1)C1=NC(=NC(=N1)Cl)Cl)C1=CC=CC=C1